[Co].ClC=1C(=C(C(=NC1C=1OC=C(N1)C(C)(C)C)C=1OC=C(N1)C(C)(C)C)Cl)[N+](=O)[O-] dichloro[2,6-bis[4-(S)-tert-butyl-2-oxazolyl]-4-nitropyridine] cobalt